2-hydroxynonanoic acid OC(C(=O)O)CCCCCCC